(9H-fluoren-9-yl)methyl (S)-(1-oxo-3-(pyridin-3-yl)propan-2-yl)carbamate O=C[C@H](CC=1C=NC=CC1)NC(OCC1C2=CC=CC=C2C=2C=CC=CC12)=O